ClC=1C=C(C=C(C1)Cl)C1=C2C=CC(=C(C2=CC=C1)N(C)C)C(=O)O 5-(3,5-dichlorophenyl)-1-(dimethylamino)naphthalene-2-carboxylic acid